CO[C@@H]1C[C@@H](N(C1)C)CO [(2R,4R)-4-methoxy-1-methyl-pyrrolidin-2-yl]methanol